CS(=O)(=O)OC[C@@H](O)C1=CC=C(C=C1)NC1=NC=C2C(=N1)N(N(C2=O)CC=C)C2=CC=C1C(=N2)[C@@](CC1)(O)CC (S)-2-(4-((2-allyl-1-((R)-7-ethyl-7-hydroxy-6,7-dihydro-5H-cyclopenta[b]pyridin-2-yl)-3-oxo-2,3-dihydro-1H-pyrazolo[3,4-d]pyrimidin-6-yl)amino)phenyl)-2-hydroxyethyl methanesulfonate